C1(CC1)S(=O)(=O)NC=1SC=C(N1)C(C(=O)NC1=C(C=C(C=C1)C1=NC(=CN=C1)OC)F)CC 2-(2-(cyclopropanesulfonylamino)thiazol-4-yl)-N-(2-fluoro-4-(6-methoxypyrazin-2-yl)phenyl)butanamide